CCCCCCCCCCCCCCCCCCCCCCCCCCCCCC(CC(=O)N[C@H](CC1=CC=CC=C1)C(=O)N[C@H]([C@@H](C)OC2[C@@H]([C@@H]([C@@H]([C@@H](O2)C)O)O)O[C@H]3[C@@H]([C@@H]([C@H]([C@@H](O3)C)O)O[C@H]4[C@@H]([C@H]([C@H]5[C@H](O4)CO[C@](O5)(C)C(=O)O)OC)O)O)C(=O)N[C@H](C)C(=O)N[C@@H](C)COC6[C@@H]([C@@H]([C@H]([C@@H](O6)C)OC)OC)O)O The molecule is a glycopeptidolipid antigen from clinically prominent members of the Mycobacterium avium serocomplex. It has a role as an antigen.